ClCC\C=C/CCCC(OC)OC (3Z)-1-chloro-8,8-dimethoxy-3-octene